tert-butylsilyl-D-glucosamine C(C)(C)(C)[SiH2]C1(O)[C@H](N)[C@@H](O)[C@H](O)[C@H](O1)CO